COC1=CC=C(N(C2=CC=C(C=C2)B2OC(C(O2)(C)C)(C)C)C2=CC=C(C=C2)B2OC(C(O2)(C)C)(C)C)C=C1 4-methoxy-N,N-bis(4-(4,4,5,5-tetramethyl-1,3,2-dioxaborolan-2-yl)phenyl)aniline